N1(C=NC=C1)CCOC(=O)C1=CC=CC2=CC=CC=C12 1-naphthoic acid-2-(1H-imidazol-1-yl)-ethyl ester